neodymium-barium-copper [Cu].[Ba].[Nd]